[C@@H]1(CCC2=CC=CC=C12)N (S)-1-indanylamine